Methyl 4H-thieno[3,2-b]pyrrole-6-carboxylate S1C=CC=2NC=C(C21)C(=O)OC